4-cyclopropyloxan-4-amine C1(CC1)C1(CCOCC1)N